C(C)N1N=C(C=C1N)C=1C=NC(=CC1)C(F)(F)F 1-ethyl-3-(6-(trifluoromethyl)pyridin-3-yl)-1H-pyrazol-5-amine